C(C)OCCS(=O)(=O)C1CCN(CC1)C(=O)C1=CC=2C(C3=CC=CC=C3C(C2C=C1)=O)=O 2-(4-((2-ethoxyethyl)sulfonyl)piperidine-1-carbonyl)anthracene-9,10-dione